2-[1-(2,2-difluoroethyl)pyrazol-4-yl]thiazol-4-amine FC(CN1N=CC(=C1)C=1SC=C(N1)N)F